(2-Acetyl-4-fluoro-phenyl)methanol C(C)(=O)C1=C(C=CC(=C1)F)CO